tert-Butyl-4-(1-isobutyl-2,3-dioxo-2,3-dihydropyrido[2,3-b]pyrazin-4(1H)-yl)piperidine C(C)(C)(C)N1CCC(CC1)N1C2=C(N(C(C1=O)=O)CC(C)C)C=CC=N2